ClC1=C(C#N)C=C(C=C1)[N+](=O)[O-] 2-chloro-5-Nitrobenzonitrile